FC(C)(F)C=1C=C(C=CC1)[C@@H]1[C@@H](N(C(O1)=O)C(=O)NCC1=CN=CC2=CC=CC=C12)C (4S,5R)-5-[3-(1,1-difluoroethyl)phenyl]-N-(isoquinolin-4-ylmethyl)-4-methyl-2-oxo-1,3-oxazolidine-3-carboxamide